8-Oxa-2-aza-spiro[4.5]decane-2-carboxylic acid [7-(5-amino-pyridin-3-yl)-4-methoxy-thiazolo[4,5-c]pyridin-2-yl]-amide NC=1C=C(C=NC1)C=1C2=C(C(=NC1)OC)N=C(S2)NC(=O)N2CC1(CC2)CCOCC1